ClC1=C(C=CC(=C1)OC1=CC(=CC=C1)F)C(O)N1C=2C(NC(C1(C)COC([2H])([2H])[2H])=O)CNC=1C2C=CN1 ((2-chloro-4-(3-Fluorophenoxy)phenyl)(hydroxy)methyl)-2-((methoxy-d3)methyl)-2-methyl-tetrahydro-3H-pyrrolo[3',2':5,6]pyrido[3,4-b]pyrazin-3-one